[Na+].[Na+].[Na+].[Na+].COC1(CC(=CC=C1N=NC=1C(=C2C(=C(C=C(C2=CC1)S(=O)(=O)[O-])S(=O)(=O)[O-])N)O)C1=CC=C(C=C1)N=NC=1C(=C2C(=C(C=C(C2=CC1)S(=O)(=O)[O-])S(=O)(=O)[O-])N)O)OC 6,6'-[(3,3-Dimethoxy[1,1'-biphenyl]-4,4'-diyl)bis(azo)]bis[4-amino-5-hydroxy-1,3-naphthalenedisulphonic acid]-tetrasodium salt